(1,1,2,3,3,3-hexafluoropropoxy)perfluorobenzene C1(=C(C(=C(C(=C1F)F)F)F)F)OC(C(C(F)(F)F)F)(F)F